tert-butyl (3S)-3-(4-chloro-7-fluoro-pyrido[3,2-d]pyrimidin-6-yl)oxypyrrolidine-1-carboxylate ClC=1C2=C(N=CN1)C=C(C(=N2)O[C@@H]2CN(CC2)C(=O)OC(C)(C)C)F